FC1=C(C=CC(=C1)C1=NN(C=N1)C1=CC=C(C=C1)C(F)(F)F)NC(N)=O 3-(2-fluoro-4-(1-(4-(trifluoromethyl)phenyl)-1H-1,2,4-triazol-3-yl)phenyl)urea